[Mg].[Pb] lead magnesium salt